FC=1C=CC2=C(N=C(S2)C=O)C1 (5-fluorobenzo[d]thiazol-2-yl)methanone